5-chloro-N2-(2-isopropoxy-5-methyl-4-(cis-1,2,6-trimethyl-1,2,3,6-tetrahydropyridin-4-yl)phenyl)-N4-(2-(isopropylsulfonyl)phenyl)pyrimidine-2,4-diamine ClC=1C(=NC(=NC1)NC1=C(C=C(C(=C1)C)C=1C[C@@H](N([C@@H](C1)C)C)C)OC(C)C)NC1=C(C=CC=C1)S(=O)(=O)C(C)C